(R and S)-N-(quinuclidin-3-yl)-7-(1,3,5-trimethyl-1H-pyrazol-4-yl)benzofuran-2-carboxamide N12C[C@@H](C(CC1)CC2)NC(=O)C=2OC1=C(C2)C=CC=C1C=1C(=NN(C1C)C)C |r|